ethyl 5-[(5R)-2-oxa-7-azaspiro[4.4]nonan-7-yl]pyrazolo[1,5-a]pyrimidine-3-carboxylate C1OCC[C@]12CN(CC2)C2=NC=1N(C=C2)N=CC1C(=O)OCC